1,3-dihydro-isobenzofuran-1-ol C1(OCC2=CC=CC=C12)O